fluoro-N-(6-(2-isopropylphenyl)-5-(trifluoromethyl)pyridin-2-yl)pyridine-2-sulfonamide FC=1C(=NC=CC1)S(=O)(=O)NC1=NC(=C(C=C1)C(F)(F)F)C1=C(C=CC=C1)C(C)C